(2S,3R,4S,5S,6S)-2-(((4aR,10aR)-7-acetoxy-1-propyl-1,2,3,4,4a,5,10,10a-octahydrobenzo[g]quinolin-6-yl)oxy)-6-(methoxycarbonyl)tetrahydro-2H-pyran-3,4,5-triyl triacetate C(C)(=O)O[C@H]1[C@@H](O[C@@H]([C@H]([C@@H]1OC(C)=O)OC(C)=O)C(=O)OC)OC1=C(C=CC2=C1C[C@H]1CCCN([C@@H]1C2)CCC)OC(C)=O